2-oxo-2-(2-(2'-oxo-1',4'-dihydro-2'H-spiro[cyclopropane-1,3'-quinolin]-6'-yl)piperidin-1-yl)acetic acid O=C(C(=O)O)N1C(CCCC1)C=1C=C2CC3(C(NC2=CC1)=O)CC3